5-azido-L-norvaline N(=[N+]=[N-])CCC[C@H](N)C(=O)O